FC=1C=C2C(=NC=3N(C2=CC1)C(=NN3)C)N3C1=C(CCCC3)C(=CN=C1)C#CC1(CC1)C(F)(F)F 7-fluoro-1-methyl-5-(6-((1-(trifluoromethyl)cyclopropyl)ethynyl)-2,3,4,5-tetrahydro-1H-pyrido[3,4-b]azepin-1-yl)-[1,2,4]triazolo[4,3-a]quinazoline